ethyl 2-(4-{2,6-diazaspiro[3.3]heptan-2-yl} pyrazol-1-yl)-3-methylbutanoate C1N(CC12CNC2)C=2C=NN(C2)C(C(=O)OCC)C(C)C